[N+](=O)([O-])N[C@H](C(=O)O)CC1=CC=C(O)C(O)=C1 nitro-dopa